2,2-dilinoleyl-5-hydroxymethyl-[1,3]-dioxane C(CCCCCCC\C=C/C\C=C/CCCCC)C1(OCC(CO1)CO)CCCCCCCC\C=C/C\C=C/CCCCC